O1CCCC2=CC=CC=C12 dihydrochromen